Methyl-4-chlorocinnamate COC(C=CC1=CC=C(C=C1)Cl)=O